N-(3-(2-methoxyethoxy)phenyl)thiophene-2-carboxamide COCCOC=1C=C(C=CC1)NC(=O)C=1SC=CC1